ClC1=C(C=C(C=C1)Cl)C1=CN=C(O1)CSC1=NC(=NC(=N1)CC)N 4-([5-(2,5-Dichlorophenyl)-1,3-oxazol-2-yl]methylsulfanyl)-6-ethyl-1,3,5-triazin-2-amin